FC1=NC(=CC(=C1)N(C(OC)=O)C=1SC(=C(N1)C(NC1C(CC1)(C)C)=O)C)F methyl N-(2,6-difluoro-4-pyridyl)-N-[4-[(2,2-dimethyl cyclobutyl)carbamoyl]-5-methyl-thiazol-2-yl]carbamate